COCN1N=C(C=C1)C1CC(CC1)C(C)=O 1-(3-(1-(methoxymethyl)-1H-pyrazol-3-yl)cyclopentyl)ethan-1-one